2-[hydroxy(tetrahydrofuran-2-yl)methylene]propanedinitrile OC(=C(C#N)C#N)C1OCCC1